(((((2S,3S,4R,5R)-5-(5-chloro-7-(cyclobutylamino)-3H-[1,2,3]triazolo[4,5-d]pyrimidin-3-yl)-3,4-dihydroxytetrahydrofuran-2-yl)methyl)sulfonyl)methyl)phosphonic acid ClC=1N=C(C2=C(N1)N(N=N2)[C@H]2[C@@H]([C@@H]([C@H](O2)CS(=O)(=O)CP(O)(O)=O)O)O)NC2CCC2